3-chloro-2-fluoro-4-((1-meth-yl-1H-benzo[d][1,2,3]triazol-5-yl)oxy)aniline ClC=1C(=C(N)C=CC1OC1=CC2=C(N(N=N2)C)C=C1)F